tert-Butyl 10-((4-(2-fluorophenyl)-6-oxopyrimidin-1(6H)-yl)methyl)-10-hydroxy-7-azaspiro[4.5]decane-7-carboxylate FC1=C(C=CC=C1)C=1N=CN(C(C1)=O)CC1(CCN(CC12CCCC2)C(=O)OC(C)(C)C)O